C12(CC3CC(CC(C1)C3)C2)CN2N=NC(=C2C)[Sn](CCCC)(CCCC)CCCC 1-(tricyclo[3.3.1.13,7]dec-1-ylmethyl)-5-methyl-4-(tributylstannyl)-1H-1,2,3-triazole